O=C1NC(CCC1N1C(C2=CC=C(C=C2C1)C1=CC=C(N=N1)C#N)=O)=O 6-[2-(2,6-Dioxopiperidin-3-yl)-1-oxo-2,3-dihydro-1H-isoindol-5-yl]pyridazine-3-carbonitrile